C1(CC1)C1=NN(C=C1C1=NC2=CC=CC=C2N=C1)[C@@H]1C[C@H](C1)CCCNC=1C=C2C(N(C(C2=CC1)=O)C1C(N(C(CC1)=O)C)=O)=O 5-((3-(trans-3-(3-cyclopropyl-4-(quinoxalin-2-yl)-1H-pyrazol-1-yl)cyclobutyl)propyl)amino)-2-(1-methyl-2,6-dioxopiperidin-3-yl)isoindoline-1,3-dione